5-(3-(((S)-1-(1H-tetrazol-1-yl)propan-2-yl)oxy)-4-chlorophenyl)-N-(1-((1r,4r)-4-((2S,6R)-2,6-dimethylmorpholino)cyclohexyl)-3-(3-methoxypropoxy)-1H-pyrazol-4-yl)pyrimidin-2-amine N1(N=NN=C1)C[C@H](C)OC=1C=C(C=CC1Cl)C=1C=NC(=NC1)NC=1C(=NN(C1)C1CCC(CC1)N1C[C@@H](O[C@@H](C1)C)C)OCCCOC